4-acryloxyethoxy-4'-bromobenzophenone C(C=C)(=O)OCCOC1=CC=C(C(=O)C2=CC=C(C=C2)Br)C=C1